N[C@@]1(CN(CC1)C1=C(C=NC(=C1C1=CC(=CC(=C1)F)F)C1CC1)C(=O)N[C@H](C(F)(F)F)C)C 4-[(3S)-3-amino-3-methylpyrrolidin-1-yl]-6-cyclopropyl-5-(3,5-difluorophenyl)-N-[(2S)-1,1,1-trifluoropropan-2-yl]pyridine-3-carboxamide